(Z)-9-tetradecenyl formate C(=O)OCCCCCCCC\C=C/CCCC